NC1=C(C=C(C(=O)[O-])C=C1)CNC[C@H]1OCC1 (S)-4-amino-3-(((oxetan-2-yl)methyl)amino)methylbenzoate